Cl.C(=C)S(=O)(=O)N1CCNCC1 1-(vinylsulfonyl)piperazine hydrochloride